2-(3',5'-difluoro-[1,1'-biphenyl]-3-yl)-4,4,5,5-tetramethyl-1,3,2-dioxaborolane FC=1C=C(C=C(C1)F)C1=CC(=CC=C1)B1OC(C(O1)(C)C)(C)C